N-(5-(4-cyclopropyl-1H-imidazol-1-yl)-2-fluoro-4-methylphenyl)-6-(4-isopropyl-5-methyl-4H-1,2,4-triazol-3-yl)picolinamide C1(CC1)C=1N=CN(C1)C=1C(=CC(=C(C1)NC(C1=NC(=CC=C1)C1=NN=C(N1C(C)C)C)=O)F)C